palladium (palladio acetate) [Pd]CC(=O)[O-].[Pd+2].[Pd]CC(=O)[O-]